ethyl 2-[3-(1-acetylpiperidin-4-yl)indazol-1-yl]acetate C(C)(=O)N1CCC(CC1)C1=NN(C2=CC=CC=C12)CC(=O)OCC